C(C1=CC=CC=C1)OC1=NC(=CC=C1C1=CC=C(C=C1)N1CCN(CC1)CC1CCN(CC1)C(=O)OCCCC)OCC1=CC=CC=C1 butyl 4-[(4-{4-[2,6-bis(benzyloxy)pyridin-3-yl]phenyl}piperazin-1-yl)methyl]piperidine-1-carboxylate